Cl.FC=1C=C(C[C@H]2NCCOC2)C=CC1 (R)-3-(3-Fluorobenzyl)morpholine HCl salt